5-hydroxyfuran-2(5H)-one OC1C=CC(O1)=O